ethyl 3-(4-methylphenyl)-1H-pyrrolo[3,2-b]pyridine-2-carboxylate CC1=CC=C(C=C1)C1=C(NC=2C1=NC=CC2)C(=O)OCC